2,2-difluorobenzo[d][1,3]dioxole-5-carboxamide FC1(OC2=C(O1)C=CC(=C2)C(=O)N)F